NC(CC[C@]1(OC1)C(=O)NC=1C=C(C2=C(CCO2)C1C#N)C1=CC=C(C=C1)C(C)C)=O (R)-2-(3-amino-3-oxo-propyl)-N-(4-cyano-7-(4-isopropylphenyl)-2,3-dihydrobenzofuran-5-yl)-oxirane-2-carboxamide